CC12C(CC=3C(=NNC3C1)C(=O)N)C2 5a-methyl-1,4,4a,5,5a,6-hexahydrocyclopropa[f]indazole-3-carboxamide